tert-butyl (2-(((5-chloro-3-fluoropyridin-2-yl)methyl)amino)-2-oxoethyl)carbamate ClC=1C=C(C(=NC1)CNC(CNC(OC(C)(C)C)=O)=O)F